tetra-n-butylammonium difluoride [F-].[F-].C(CCC)[N+](CCCC)(CCCC)CCCC.C(CCC)[N+](CCCC)(CCCC)CCCC